ClC=1C=CC2=C(C1)C=1C(=CN(C(C1)=O)C(C(=O)OC(C)(C)C)CCOC)COC(C2)C(F)(F)F Tert-Butyl 2-[11-chloro-2-oxo-7-(trifluoromethyl)-7,8-dihydro-2H-[3]benzoxocino[5,6-c]pyridin-3(5H)-yl]-4-methoxybutanoate